2-[[5-ethylsulfanyl-6-[3-methyl-6-(trifluoromethyl)imidazo[4,5-b]pyridin-2-yl]-3-pyridyl]oxy]2-methyl-propanenitrile C(C)SC=1C=C(C=NC1C1=NC=2C(=NC=C(C2)C(F)(F)F)N1C)OC(C#N)(C)C